NC=1C=C(C=CC1F)C(C1=CC=C(C#N)C=C1)O 4-((3-amino-4-fluorophenyl)(hydroxy)methyl)benzonitrile